tert-Butyl (1R,3S,5R)-3-((6-bromo-3-vinylpyridin-2-yl)carbamoyl)-5-((but-3-en-1-ylsulfonamido)methyl)-2-azabicyclo[3.1.0]hexane-2-carboxylate BrC1=CC=C(C(=N1)NC(=O)[C@H]1N([C@@H]2C[C@@]2(C1)CNS(=O)(=O)CCC=C)C(=O)OC(C)(C)C)C=C